C(C)(CC)C1(NC(NC1=O)=O)CNC(C1=C(C=CC=C1)C=1C=NC(=CC1)C(F)(F)F)=O N-[(4-sec-butyl-2,5-dioxoimidazolidin-4-yl)methyl]-2-[6-(trifluoromethyl)pyridin-3-yl]benzamide